5-amino-8-(2,6-dimethylpyridin-4-yl)-7-phenyl-2-((2-(trimethylsilyl)ethoxy)methyl)-[1,2,4]triazolo[4,3-c]pyrimidin-3(2H)-one NC1=NC(=C(C=2N1C(N(N2)COCC[Si](C)(C)C)=O)C2=CC(=NC(=C2)C)C)C2=CC=CC=C2